2-(3-fluoro-4-(trifluoromethyl)phenyl)acetonitrile FC=1C=C(C=CC1C(F)(F)F)CC#N